CN(C1=CC=C(N=N1)C1=C(C=CC(=C1)C=1C=NNC1)O)C1CC(NC(C1)(C)C)(C)C 2-(6-(methyl(2,2,6,6-tetramethylpiperidin-4-yl)amino)pyridazin-3-yl)-4-(1H-pyrazol-4-yl)phenol